[Na+].C(CCC)C=1C(=C(C2=CC=CC=C2C1)S(=O)(=O)[O-])CCCC dibutyl-naphthalenesulphonic acid sodium salt